C(CCCCC=CCCCCC)(=O)O Dodec-6-enoic acid